perfluoro(3-oxapent-4-ene) FC(C(OC(=C(F)F)F)(F)F)(F)F